ClC=1C=CC=C2C(=CNC12)S(=O)(=O)NC1=NC=C(C(=N1)OC)CC(F)F 7-chloro-N-[5-(2,2-difluoroethyl)-4-methoxy-pyrimidin-2-yl]-1H-indole-3-sulfonic acid amide